3-Amino-5-((5-fluoro-3-(2,2,2-trifluoroethoxy)pyridin-2-yl)oxy)-N-(4-methyl-1,1-dioxidotetrahydro-2H-thiopyran-4-yl)pyrazolo[1,5-a]pyridine-2-carboxamide NC=1C(=NN2C1C=C(C=C2)OC2=NC=C(C=C2OCC(F)(F)F)F)C(=O)NC2(CCS(CC2)(=O)=O)C